5-(benzylthio)-2-methyl-2H-1,3-benzodioxole C(C1=CC=CC=C1)SC1=CC2=C(OC(O2)C)C=C1